N[C@H]1CN(CCC1)C1=CC(N(C(N1CC#CC)=O)CC=1N=CSC1)=O (R)-6-(3-aminopiperidin-1-yl)-1-(but-2-yn-1-yl)-3-(thiazol-4-ylmethyl)pyrimidine-2,4(1H,3H)-dione